(S)-1-((2S,4R,5R)-5-(2-acetamido-7-((R)-2-acetoxypropyl)-6,8-dioxo-1,6,7,8-tetrahydro-9H-purin-9-yl)-4-acetoxytetrahydrofuran-2-yl)propyl acetate C(C)(=O)O[C@@H](CC)[C@H]1O[C@H]([C@@H](C1)OC(C)=O)N1C=2N=C(NC(C2N(C1=O)C[C@@H](C)OC(C)=O)=O)NC(C)=O